1-[(2,4-dichlorophenyl)methyl]-N-(2,6-difluorophenyl)indazole-3-carboxamide ClC1=C(C=CC(=C1)Cl)CN1N=C(C2=CC=CC=C12)C(=O)NC1=C(C=CC=C1F)F